NC1=C2C(=NC=N1)N(N=C2C2=CC=C(C=C2)CNC(C2=C(C=CC=C2)F)=O)C2CCCC2 N-[[4-(4-amino-1-cyclopentylpyrazolo[3,4-d]pyrimidin-3-yl)phenyl]methyl]-2-fluoro-benzamide